BrC=1C(=C(C=CC1)C=1OC2=C(N1)C=C(C(=C2F)F)CO)C (2-(3-bromo-2-methylphenyl)-6,7-difluorobenzo[d]oxazol-5-yl)methanol